Cl.N1(CCNCCC1)S(=O)(=O)N1C[C@@H](CC1)CN1CCC2(CN(C2)C2=NC=NC=C2OC2=C(C=C(C=C2)F)C(=O)N(C(C)C)C(C)C)CC1 (S)-2-((4-(7-((1-((1,4-diazepan-1-yl)sulfonyl)pyrrolidine-3-yl)methyl)-2,7-diazaspiro[3.5]nonan-2-yl)pyrimidin-5-yl)oxy)-5-fluoro-N,N-diisopropylbenzeneFormamide hydrochloride